C(=O)O.N[C@@H]1CC[C@H](CC1)NC=1C=2N(N=CC1C(=NC1=C(C=C(C=C1)O)Cl)N)C=C(C2)C=2C=NC(=CC2)OC 4-[(trans-4-aminocyclohexyl)amino]-N'-(2-chloro-4-hydroxy-phenyl)-6-(6-methoxy-3-pyridyl)-pyrrolo[1,2-b]pyridazine-3-carboxamidine formic acid salt